Acetylcholine p-toluenesulfonate CC1=CC=C(C=C1)S(=O)(=O)[O-].C(C)(=O)OCC[N+](C)(C)C